2-((4-(7-(((2S,5R)-5-(Ethylsulfonamido)tetrahydro-2H-pyran-2-yl)methyl)-2,7-diazaspiro[3.5]nonan-2-yl)pyrimidin-5-yl)oxy)-5-fluoro-N-isopropyl-N-(2,2,2-trifluoroethyl)benzamide C(C)S(=O)(=O)N[C@@H]1CC[C@H](OC1)CN1CCC2(CN(C2)C2=NC=NC=C2OC2=C(C(=O)N(CC(F)(F)F)C(C)C)C=C(C=C2)F)CC1